COC(=O)C=1SC=CC1OC1CC1 3-(Cyclopropoxy)thiophene-2-carboxylic acid methyl ester